thiazolo[3,2-a]pyridine-8a-carboxylic acid S1C=CN2C1(C=CC=C2)C(=O)O